SC=1C=CC=NC1 5-mercapto-pyridine